tetra-styrene pyridine salt N1=CC=CC=C1.C=CC1=CC=CC=C1.C=CC1=CC=CC=C1.C=CC1=CC=CC=C1.C=CC1=CC=CC=C1